The molecule is a fatty acid ester obtained by formal condensation of the carboxy group of sorbic acid and the hydroxy group of ethanol. It has a role as a metabolite. It derives from a sorbic acid. CCOC(=O)/C=C/C=C/C